C12(CC(C1)C2)N2C[C@H](N(S(C1=C2C=C(C(=C1)OC)Br)(=O)=O)C)COCC (S)-5-(bicyclo[1.1.1]pentan-1-yl)-7-bromo-3-(ethoxymethyl)-8-methoxy-2-methyl-2,3,4,5-tetrahydrobenzo[f][1,2,5]thiadiazepine 1,1-dioxide